CS(=O)(=O)N1CCN(CC1)C1CC2=C(N(N=C2CC1)C1=NC=CC=C1)O 5-(4-(Methylsulfonyl)piperazin-1-yl)-2-(pyridin-2-yl)-4,5,6,7-tetrahydro-2H-indazol-3-ol